CC1=CC=CC(=N1)C1=C(N=CN1)C=1C=C2C=C(C=NC2=CC1)N1CCC(CC1)C(=O)OC1CCNCC1 4-piperidyl 1-[6-[5-(6-methyl-2-pyridyl)-1H-imidazol-4-yl]-3-quinolyl]piperidine-4-carboxylate